C(CCCCCCCCCCCCC=CCCCCCCCCCCCC)(=O)O 14-Heptacosenoic acid